FC(C(=O)C1=CC=C(C2=C1N=C(O2)N2CC1N(C(C2)C1)C(=O)OC(C)(C)C)C=1SC=CN1)F tert-Butyl 3-(4-(2,2-difluoroacetyl)-7-(thiazol-2-yl)benzo[d]oxazol-2-yl)-3,6-diazabicyclo[3.1.1]heptane-6-carboxylate